3,6,7-trihydroxy-2-(1-(4-hydroxyphenyl)ethyl)-4H-chromen-4-one OC1=C(OC2=CC(=C(C=C2C1=O)O)O)C(C)C1=CC=C(C=C1)O